CC1(N(CC2=C1N=C(N=C2N2[C@@H](COCC2)C)C2=C1C=CNC1=NC=C2)C(C2=CC=CC=C2)=O)C (R)-7,7-Dimethyl-2-(1H-7-azaindol-4-yl)-6-benzoyl-4-(3-methylmorpholin-4-yl)-6,7-dihydro-5H-pyrrolo[3,4-d]pyrimidine